4-(1-(Cyclopentylsulfonyl)-1H-pyrazol-4-yl)-2-(5-phenyl-1H-imidazol-2-yl)pyridine trifluoroacetate salt FC(C(=O)O)(F)F.C1(CCCC1)S(=O)(=O)N1N=CC(=C1)C1=CC(=NC=C1)C=1NC(=CN1)C1=CC=CC=C1